BrC=1C(=NC(=NC1)NC1CC1)C1=CC=C(C=C1)F 5-bromo-N-cyclopropyl-4-(4-fluorophenyl)pyrimidin-2-amine